3-bromo-4-(4-((1-(3-fluoropropyl)azetidin-3-yl)methyl)phenyl)-2H-thiochromene-7-carboxylic acid methyl ester COC(=O)C1=CC=C2C(=C(CSC2=C1)Br)C1=CC=C(C=C1)CC1CN(C1)CCCF